racemic-6-Bromo-2-(2-chloro-6-fluorophenyl)-4-(prop-1-en-2-yl)-3,4-dihydroisoquinolin-1(2H)-one BrC=1C=C2[C@H](CN(C(C2=CC1)=O)C1=C(C=CC=C1F)Cl)C(=C)C |r|